BrC=1C=C2C(N(C=NC2=CC1)CC(C)F)=O 6-bromo-3-(2-fluoropropyl)quinazolin-4(3H)-one